O=C1NC(CCC1N1C(C2=CC=C(C=C2C1=O)N1CCC(CC1)OCCN1CC(CC1)N1C=C2N(C=3C(=NN=C(C3)C3=C(C=CC=C3)O)N=C2)C=C1)=O)=O 2-(2,6-Dioxopiperidin-3-yl)-5-(4-(2-(3-((S)-2-(2-hydroxyphenyl)-8H-pyrazino[1',2':4,5]pyrazino[2,3-c]pyridazin-8-yl)pyrrolidin-1-yl)ethoxy)piperidin-1-yl)isoindoline-1,3-dione